(E)-2,6-difluoro-N-(2-methoxy-5-(4-(4-(4,4,4-trifluorobut-2-enoyl)piperazin-1-yl)quinazolin-6-yl)pyridin-3-yl)benzenesulfonamide FC1=C(C(=CC=C1)F)S(=O)(=O)NC=1C(=NC=C(C1)C=1C=C2C(=NC=NC2=CC1)N1CCN(CC1)C(\C=C\C(F)(F)F)=O)OC